2-(Difluoromethyl)-N-[(3R)-3-propyl-1,1-dimethyl-2,3-dihydro-1H-inden-4-yl]pyridine-3-carboxamide lithium [Li].FC(C1=NC=CC=C1C(=O)NC1=C2[C@@H](CC(C2=CC=C1)(C)C)CCC)F